C1(=CC=CC=C1)C(C)(C)C1=CC=C(C=C1)N mono(4-(2-phenylpropan-2-yl)phenyl)amine